7-morpholino-5-[4-(m-tolyl)pyrazol-1-yl]-N-tetrahydropyran-4-yl-pyrazolo[1,5-a]pyrimidine-2-carboxamide O1CCN(CC1)C1=CC(=NC=2N1N=C(C2)C(=O)NC2CCOCC2)N2N=CC(=C2)C=2C=C(C=CC2)C